NC1CCC[C@@H](C(NC=2C=NN(C2C=2C=CN=C1C2)C)=O)C (S)-13-amino-3,9-dimethyl-3,4,7,15-tetraazatricyclo[12.3.1.02,6]octadeca-1(18),2(6),4,14,16-pentaen-8-one